FC(N1C(=NC2=C1C=CC=C2)C2CCN(CC2)C(=O)C2=CC=C1C(=NN(C1=C2)C)C2=CC(=CC=C2)F)F (4-(1-(difluoromethyl)-1H-benzo[d]imidazol-2-yl)piperidin-1-yl)(3-(3-fluorophenyl)-1-methyl-1H-indazol-6-yl)methanone